2-(2,2-Difluoroethoxy)-4-methylbenzene-1-sulfonyl chloride FC(COC1=C(C=CC(=C1)C)S(=O)(=O)Cl)F